C(C)OC(CN(C1=CC=C(C=C1)C1=CC=C(C=C1)COC)C(C(C)(C)OC1=CC=C(C=C1)F)=O)=O ethyl-N-(2-(4-fluorophenoxy)-2-methylpropanoyl)-N-(4'-(methoxymethyl)-[1,1'-biphenyl]-4-yl)glycinate